(3-fluorophenyl)-1,4-dihydro-5H-tetrazol-5-one FC=1C=C(C=CC1)N1N=NNC1=O